1-cyclohex-2-en-1-yl-3-iodo-pyrazolo[3,4-D]pyrimidin-4-amine C1(C=CCCC1)N1N=C(C=2C1=NC=NC2N)I